ClC=1C=[N+](C=C(C1C[C@H](OC(C1=CC(=C(C=C1)OC)[N+](=O)[O-])=O)C1=CC(=C(C=C1)OC(F)F)OCC1CC1)Cl)[O-] (S)-3,5-dichloro-4-(2-(3-(cyclopropylmethoxy)-4-(difluoromethoxy)phenyl)-2-(4-methoxy-3-nitrobenzoyloxy)ethyl)pyridine 1-oxide